FC1=CC=C(C=C1)[C@@H](C1CCN(CC1)C(=O)C=1C=CC2=C(NC(CO2)=O)C1)C1=CC(=CC=C1)OC |r| Rac-6-[4-[(4-Fluorophenyl)-(3-methoxyphenyl)methyl]piperidine-1-carbonyl]-4H-1,4-benzoxazin-3-one